ethyl 3-(4-(bis(tert-butoxycarbonyl)amino)-6-chloro-2-methoxypyridin-3-yl)propanoate C(C)(C)(C)OC(=O)N(C1=C(C(=NC(=C1)Cl)OC)CCC(=O)OCC)C(=O)OC(C)(C)C